C(C)(C)(C)C1=CC=C(C=C1)\C=C\C(=O)C1=C(C=C(C=C1)OCC=C(C)C)O 4-t-Butyl-2'-hydroxy-4'-(3-methyl-2-butenyloxy)chalcone